8-[1-(2,2-difluoroethyl)-1H-pyrazolo[3,4-b]pyrazin-6-yl]-2-[(6-ethoxypyridin-3-yl)methyl]-2,8-diazaspiro[4.5]decan-3-one FC(CN1N=CC=2C1=NC(=CN2)N2CCC1(CC(N(C1)CC=1C=NC(=CC1)OCC)=O)CC2)F